CC1=NN(C(=C1C=1C=CC(=NC1F)NC([C@H](C1CCC(CC1)C)NC(=O)C=1N(N=CC1)CCS(=O)(=O)C)=O)C)COCC[Si](C)(C)C N-[(1S)-2-[[5-[3,5-dimethyl-1-(2-trimethylsilylethoxymethyl)pyrazol-4-yl]-6-fluoro-2-pyridyl]amino]-1-(4-methylcyclohexyl)-2-oxo-ethyl]-2-(2-methylsulfonylethyl)pyrazole-3-carboxamide